ClC1=C(N)C=CC=C1SC1=NC=C(N=C1)Cl 2-chloro-3-((5-chloropyrazin-2-yl)mercapto)aniline